propoxyl-neopentyl glycol diacrylate C(C=C)(=O)OC(C(C)(COC(C=C)=O)C)OCCC